((1S,2S,5S)-8-(benzyloxy)-5-methyl-7,9-dioxo-10-((2,4,6-trifluorobenzyl)carbamoyl)-2,3,4,5,7,9-hexahydro-1,6-methanopyrido[1,2-b][1,2,5]triazonin-2-yl)methyl acetate C(C)(=O)OC[C@@H]1CC[C@@H](N2C(C=3N(N1C2)C=C(C(C3OCC3=CC=CC=C3)=O)C(NCC3=C(C=C(C=C3F)F)F)=O)=O)C